3,4,5-trichlorobenzene-1,2-diamine ClC1=C(C(=CC(=C1Cl)Cl)N)N